tert-Butyl (2R,4S)-4-(benzyloxy)-2-((4-fluoro-3-(((R)-1-hydroxy propan-2-yl)oxy)-2-(methoxycarbonyl)-5-methylphenoxy)methyl)pyrrolidin-1-carboxylate C(C1=CC=CC=C1)O[C@H]1C[C@@H](N(C1)C(=O)OC(C)(C)C)COC1=C(C(=C(C(=C1)C)F)O[C@@H](CO)C)C(=O)OC